1-(3-(azetidin-3-yl)pyridin-4-yl)-N-((S)-1-((2S,4R)-4-hydroxy-2-((4-(4-methylthiazol-5-yl)benzyl)carbamoyl)pyrrolidin-1-yl)-3,3-dimethyl-1-oxobutan-2-yl)piperidine-4-carboxamide N1CC(C1)C=1C=NC=CC1N1CCC(CC1)C(=O)N[C@H](C(=O)N1[C@@H](C[C@H](C1)O)C(NCC1=CC=C(C=C1)C1=C(N=CS1)C)=O)C(C)(C)C